ethyl 2,4-dichloroacetoacetate ClC(C(=O)OCC)C(=O)CCl